CC1=NC(=CC(=C1)C=1C(=NN(C1C(=O)O)C=1SC(=C(N1)C1=CC(=CC=C1)OC)SC(C)C)C)C 4-(2,6-dimethylpyridin-4-yl)-1-(5-(isopropylthio)-4-(3-methoxyphenyl)thiazol-2-yl)-3-methyl-1H-pyrazole-5-carboxylic acid